phenethyl-diphenyl-phosphorus oxide C(CC1=CC=CC=C1)P(C1=CC=CC=C1)(C1=CC=CC=C1)=O